N-(4-Chlorobenzo[d]thiazol-2-yl)-1-cyclopropyl-6-fluoro-4-oxo-7-(piperazin-1-yl)-1,4-dihydroquinoline-3-carboxamide ClC1=CC=CC2=C1N=C(S2)NC(=O)C2=CN(C1=CC(=C(C=C1C2=O)F)N2CCNCC2)C2CC2